ruthenium(VI) chloride [Ru](Cl)(Cl)(Cl)(Cl)(Cl)Cl